COC1=CC=C(C2=NC3=C(C=CC(=C3N=C12)OC)OC)OC 1,4,6,9-tetramethoxyphenazine